1-[2-[(8R)-8-[(3S)-3-pyrazin-2-yl-1,2-oxazolidine-2-carbonyl]-5-azaspiro[2.5]octan-5-yl]pyrimidin-4-yl]pyrrolidin-2-one N1=C(C=NC=C1)[C@H]1N(OCC1)C(=O)[C@@H]1CCN(CC12CC2)C2=NC=CC(=N2)N2C(CCC2)=O